ClC=1C(NC(N([C@H]2C[C@@H]([C@@H](CO)O2)F)C1)=O)=O 5-chloro-2',3'-dideoxy-3'-fluorouridine